4-[4-(5-chloro-2-methylphenyl)piperazinyl]-2-buten-1-amine ClC=1C=CC(=C(C1)N1CCN(CC1)CC=CCN)C